ClC1=CC=C(C=C1)/C=C/C(=O)C1=CC=C(C(=O)O)C=C1 4-[(E)-3-(4-Chlorophenyl)prop-2-enoyl]benzoic acid